5-bromo-N-(2-hydroxyethyl)nicotinamide C1=C(C=NC=C1Br)C(=O)NCCO